L-2-chlorophenyl-alanyl-amine ClC1=C(C=CC=C1)N[C@@H](C)C(=O)N